BrC1=CC(=NC=C1Cl)[C@@H]1CN2[C@H](CO1)CN(CC2)C(=O)C2=C(C(=CC=C2)OC)Cl [(3S,9aS)-3-(4-bromo-5-chloro-2-pyridyl)-3,4,6,7,9,9a-hexahydro-1H-pyrazino[2,1-c][1,4]oxazin-8-yl]-(2-chloro-3-methoxy-phenyl)methanone